COC1=NC=2CCN(CC2C=C1NC1=NC2=C(C=CC=C2C=N1)C=1CCN(CC1)C(C)=O)C 1-(4-(2-((2-Methoxy-6-methyl-5,6,7,8-tetrahydro-1,6-naphthyridin-3-yl)amino)quinazoline-8-yl)-3,6-dihydropyridin-1(2H)-yl)ethan-1-one